OCCN1N=CC=C1C(C)(C)NC(OC(C)(C)C)=O Tert-butyl (2-(1-(2-hydroxyethyl)-1H-pyrazol-5-yl)propan-2-yl)carbamate